4-bromocinnamoic Acid BrC1=CC=C(C=CC(=O)O)C=C1